C[Si](CCOCN1C(=NC=C1)SC1=CC=C(C(=O)OC)C=C1)(C)C methyl 4-[1-(2-trimethylsilylethoxymethyl)imidazol-2-yl]sulfanylbenzoate